(S)-N-((S)-(3-chloro-4-fluorophenyl)(1-(2,2,2-trifluoroethyl)-1H-pyrazol-4-yl)methyl)-2-oxooxazolidine-5-carboxamide ClC=1C=C(C=CC1F)[C@H](NC(=O)[C@@H]1CNC(O1)=O)C=1C=NN(C1)CC(F)(F)F